o-(5-fluoro-2-phenylethynyl)acetophenone FC=1C=CC=C(C1)C#CC1=C(C=CC=C1)C(C)=O